C1(CCC1)CN1N=CC(=C1)C1=C(C(=O)O)C=C(C=C1)NC(=O)C1(CC1)C1=C(C=C(C=C1)C(F)(F)F)F 2-[1-(Cyclobutyl-methyl)-1H-pyrazol-4-yl]-5-[({1-[2-fluoro-4-(trifluoromethyl)phenyl]cyclopropyl}carbonyl)amino]benzoic acid